C(=O)C1=CC(=C(OC2=C(C#N)C=CC=C2C(F)(F)F)C=C1)OC (4-formyl-2-methoxyphenoxy)-3-(trifluoromethyl)benzonitrile